C(C)(C)(C)C=1C=C(CNC=2C(=NC(=CC2)OCC(C(F)F)(F)F)NS(=O)(=O)CC)C=C(C1)C(C)(C)C (E)-N-(3-((3,5-di-tert-butylbenzyl)amino)-6-(2,2,3,3-tetrafluoropropoxy)pyridin-2-yl)ethanesulfonamide